ClC=1C=C(C(F)(F)F)C=C(C1Cl)Cl 3,4,5-trichlorotrifluoro-toluene